C(#N)C=1N=CC(=NC1NC)NC1=NNC(=C1)[C@@H]1C[C@@H](CC1)N(C([O-])=O)C1(CC1)C (1R,3S)-3-(3-((5-cyano-6-(methylamino)pyrazin-2-yl)amino)-1H-pyrazol-5-yl)cyclopentyl(1-methylcyclopropyl)carbamate